The molecule is a beta-D-glucosylceramide obtained by formal condensation of the carboxy group of docosanoic acid with the amino group of beta-D-glucosyl-(1<->1')-(4E,14Z)-sphingadienine. It has a role as a marine metabolite. It derives from a docosanoic acid and a sphinga-4E,14Z-dienine. CCCCCCCCCCCCCCCCCCCCCC(=O)N[C@@H](CO[C@H]1[C@@H]([C@H]([C@@H]([C@H](O1)CO)O)O)O)[C@@H](/C=C/CCCCCCCC/C=C\\CCC)O